C1(CC1)S(=O)(=O)NC1=CC(=NC=C1)C(CCN1CCCCC1)NC(=O)C=1SC(=CN1)C1=NC(=CN=C1)OCC N-(1-(4-(cyclopropanesulphonylamino)pyridin-2-yl)-3-(piperidin-1-yl)propyl)-5-(6-ethoxypyrazin-2-yl)thiazole-2-carboxamide